FCCOC[C@@H]1N(CCN(C1)C1=NC=C(C=N1)C#CC=1C=NC(=NC1)C1=NN(C=C1)C)C1=NC=NC=N1 (R)-2-(2-((2-fluoroethoxy)methyl)-4-(5-((2-(1-methyl-1H-pyrazol-3-yl)pyrimidin-5-yl)ethynyl)pyrimidin-2-yl)piperazin-1-yl)-1,3,5-triazine